pyridine-3,4-diol N1=CC(=C(C=C1)O)O